CC1(CN(C=2C1=NC(=CC2)N2C=NC=C2C)C2=NC(=NC=C2)C2(C(C=C(C(=C2)[N+](=O)[O-])N(C)CCN(C)C)OC)N)C 1-(4-(3,3-dimethyl-5-(5-methyl-1H-imidazol-1-yl)-2,3-dihydro-1H-pyrrolo[3,2-b]pyridin-1-yl)pyrimidin-2-yl)-N4-(2-(dimethylamino)ethyl)-2-methoxy-N4-methyl-5-nitrobenzene-1,4-Diamine